ClC1=CC2=C(N(C(=N2)NC2=CNC=3C2=NC(=CC3)Cl)CCOC)C=C1Cl 5,6-dichloro-N-(5-chloro-1H-pyrrolo[3,2-b]pyridin-3-yl)-1-(2-methoxyethyl)-1H-benzo[d]imidazole-2-amine